C(C1=CC=CC=C1)NC(=O)C=1N=NC=CN1 N-benzyl-1,2,4-triazine-3-carboxamide